heneicosyl lactate C(C(O)C)(=O)OCCCCCCCCCCCCCCCCCCCCC